N1C=CC2=CC(=CC=C12)NC(=O)NC=1SC(=NN1)C1=CC=C(C=C1)OC 1-(1H-indol-5-yl)-3-(5-(4-methoxyphenyl)-1,3,4-thiadiazol-2-yl)urea